4-Fluoro-3-(trifluoromethyl)benzoyl chloride FC1=C(C=C(C(=O)Cl)C=C1)C(F)(F)F